CC1=C(C=C(C=C1)C1[C@@H]2CNC[C@H]12)C(F)(F)F (1R,5S,6S)-6-(4-Methyl-3-(trifluoromethyl)phenyl)-3-azabicyclo[3.1.0]hexane